tertbutyl 3-[2-(2-prop-2-ynoxyethoxy)ethoxy]propanoate C(C#C)OCCOCCOCCC(=O)OC(C)(C)C